(R)-4-((4-FLUOROPHENYL)THIO)-N1,N1-DIMETHYLBUTANE-1,3-DIAMINE FC1=CC=C(C=C1)SC[C@@H](CCN(C)C)N